S(=O)(=O)([O-])S(=O)[O-].[Na+].CC1=CC=2C(C(O1)CC)CC(C2)(C)C.[Na+] 1-(3,6,6-trimethyl-1,6,7,7a-tetrahydrocyclopenta[c]pyran-1-yl)ethane sodium metabisulfite